FC1=NC=CC(=C1)C=CC(=O)NCCCCCCNC(C1=NC=CC=C1)=O N-(6-(3-(2-fluoropyridin-4-yl)acrylamido)hexyl)picolinamide